5-bromo-6-methoxy-2,2-dimethyl-2,3-dihydro-1H-inden-1-one BrC=1C=C2CC(C(C2=CC1OC)=O)(C)C